C(C(C)C)(=O)OC1=C(OC=CC1=O)C 2-methyl-4-oxo-4H-pyran-3-yl ISOBUTYRATE